8,9-difluoro-1-oxo-6,7-dihydro-1H,5H-pyrido[3,2,1-ij]quinoline-2-carboxylic Acid FC1=C(C=C2C(C(=CN3C2=C1CCC3)C(=O)O)=O)F